methyl (2-(2,6-dioxopiperidin-3-yl)-1-oxoisoindolin-4-yl)carbamate O=C1NC(CCC1N1C(C2=CC=CC(=C2C1)NC(OC)=O)=O)=O